C(C)(C)(C)OC(=O)N1CCC(CC1)C=1N(C=CN1)C.C(C=C)(=O)OCCC[Si](OC)(OC)OC (3-acryloxypropyl)trimethoxysilane tert-Butyl-4-(1-methyl-1H-imidazol-2-yl)piperidine-1-carboxylate